N[C@H](C(=O)NC=1C=CC(=C(C1)S(=O)(=O)[O-])CO)CCCNC(=O)N 5-[[(2S)-2-amino-5-ureido-pentanoyl]amino]-2-(hydroxymethyl)benzenesulfonate